n-butyl-3-aminopropyltrimethoxysilane C(CCC)CO[Si](OC)(OC)CCCN